2'-Chloro-5'-methoxy-6-methyl-N-(5-{methyl-[(1r,4r)-4-hydroxycyclohexyl]carbamoyl}-1,3,4-thiadiazol-2-yl)-[4,4'-bipyridine]-3-carboxamide ClC1=NC=C(C(=C1)C1=C(C=NC(=C1)C)C(=O)NC=1SC(=NN1)C(N(C1CCC(CC1)O)C)=O)OC